C1(CC1)C1=NN(C=N1)C1CC2(CN(C2)C(=O)N2CC(C2)C2=CC=C(C=C2)C(C)(F)F)C1 [6-(3-cyclopropyl-1,2,4-triazol-1-yl)-2-azaspiro[3.3]heptan-2-yl]-[3-[4-(1,1-di-fluoroethyl)phenyl]azetidin-1-yl]methanone